4-bromo-2-(4-bromo-phenyl)-benzoxazole BrC1=CC=CC2=C1N=C(O2)C2=CC=C(C=C2)Br